8-fluoro-6-(2-(((1r,4r)-4-hydroxy-4-methylcyclohexyl)amino)-4-methoxypyrrolo[2,1-f][1,2,4]triazin-5-yl)-N-methylimidazo[1,2-a]pyridine-3-carboxamide FC=1C=2N(C=C(C1)C=1C=CN3N=C(N=C(C31)OC)NC3CCC(CC3)(C)O)C(=CN2)C(=O)NC